C1=C(C=CC=2SC3=CC(=CC=C3SC12)S)S 2,7-ThianthreneDithiol